C(CCCCCCCCCCC)N(CCN1CCN(CC1)CCC(CN(CCCCCCCC\C=C/CCCCCCCC)CCCCCCCC\C=C/CCCCCCCC)NCCCCCCCC\C=C/CCCCCCCC)CCCCCCCCCCCC 1-(2-(4-(2-(Didodecylamino)ethyl)piperazin-1-yl)ethyl)-N1,N2,N2-tri((Z)-octadec-9-en-1-yl)ethane-1,2-diamine